FC1=C(C=CC=C1)C1=C(N=C(C=2N1N=CC2CO)N2CCC1(CC2)[C@@H](C=2C(=NC=CC2)C1)N[S@](=O)C(C)(C)C)C (R)-N-[(5S)-1'-[7-(2-fluorophenyl)-3-(hydroxymethyl)-6-methyl-pyrazolo[1,5-a]pyrazin-4-yl]spiro[5,7-dihydrocyclopenta[b]pyridine-6,4'-piperidine]-5-yl]-2-methyl-propane-2-sulfinamide